1-ethyl-3-methylimidazole acetonitrile salt C(C)#N.C(C)N1CN(C=C1)C